FC1=C(C=CC=C1)C=1N(C=C(C1)CNC)S(=O)(=O)C=1C=C(C=CC1)C#CCNC 3-(3-((2-(2-fluorophenyl)-4-((methylamino)methyl)-1H-pyrrol-1-yl)sulfonyl)phenyl)-N-methylpropan-2-yn-1-amine